N-(3-chloro-5-fluoro-4-iodopyridin-2-yl)-3-fluoro-N-((2-(trimethylsilyl)-ethoxy)methyl)propane-1-sulfonamide ClC=1C(=NC=C(C1I)F)N(S(=O)(=O)CCCF)COCC[Si](C)(C)C